(3-(2-methylpropyl)-2,5-dioxopyrrolidin-1-yl)-4-(trifluoromethyl)benzamide CC(CC1C(N(C(C1)=O)C1=C(C(=O)N)C=CC(=C1)C(F)(F)F)=O)C